2-Heptyl-1-nonanol C(CCCCCC)C(CO)CCCCCCC